5-[4-[2-(morpholin-4-yl)ethoxy]-5H,6H,7H-pyrrolo[3,4-b]pyridin-6-yl]-4-(trifluoromethyl)-2-[[2-(trimethylsilyl)ethoxy]methyl]-2,3-dihydropyridazin-3-one N1(CCOCC1)CCOC1=C2C(=NC=C1)CN(C2)C2=C(C(N(N=C2)COCC[Si](C)(C)C)=O)C(F)(F)F